C(C)OC=1C(C(=O)[O-])=CC=CC1 ETHYLSALICYLAT